isopropyl (S)-6-diazo-2-((S)-2-methoxy-3,3-dimethylbutanamido)-5-oxohexanoate [N+](=[N-])=CC(CC[C@@H](C(=O)OC(C)C)NC([C@H](C(C)(C)C)OC)=O)=O